OC(CN1N=CC(=C1C(F)(F)F)C(=O)OCC)(C)C ethyl 1-(2-hydroxy-2-methylpropyl)-5-(trifluoromethyl)-1H-pyrazole-4-carboxylate